pyrrolidinyl-(pyrrolidine) N1(CCCC1)N1CCCC1